ClC=1C2=C(N=CN1)N(C=C2C(C)C2CC2)COCC[Si](C)(C)C 4-chloro-5-(1-cyclopropylethyl)-7-((2-(trimethylsilyl)ethoxy)methyl)-7H-pyrrolo[2,3-d]pyrimidine